5-((trimethylsilyl)ethynyl)thiazolo[5,4-b]pyridin-2-amine C[Si](C)(C)C#CC1=CC=C2C(=N1)SC(=N2)N